ClC=1C=C(C=CC1)NS(=O)(=O)C1=CC(=CC=C1)C(=O)N1CCC2=CC=CC=C12 N-(3-chlorophenyl)-3-(indoline-1-carbonyl)benzenesulfonamide